O=C1OC(CC1C1C=CC2C(C1)C(=O)OC2=O)=O 5-(2,5-dioxotetrahydrofuryl)-3-cyclohexene-1,2-dicarboxylic anhydride